6-(1-(8-(cyclobutylmethyl)-8-azabicyclo[3.2.1]oct-3-yl)piperidin-4-yl)-1,4-dimethyl-2-(4-(methylsulfonyl)phenyl)-1H-benzo[d]imidazole C1(CCC1)CN1C2CC(CC1CC2)N2CCC(CC2)C=2C=C(C1=C(N(C(=N1)C1=CC=C(C=C1)S(=O)(=O)C)C)C2)C